OC1=C(C#N)C=C(C=C1)C=1OC(=CC1)\C=C/1\C(C2=C(S1)C=CC=C2)=O (Z)-2-Hydroxy-5-(5-((3-oxobenzo[b]thiophen-2(3H)-ylidene)methyl)furan-2-yl)benzonitrile